[(Z)-[amino-[2-[rac-(2S)-2-(benzenesulfonamido)-2-(6-methoxy-1,3-benzothiazol-2-yl)ethyl]phenyl]methylene]amino] acetate C(C)(=O)O\N=C(\C1=C(C=CC=C1)C[C@@H](C=1SC2=C(N1)C=CC(=C2)OC)NS(=O)(=O)C2=CC=CC=C2)/N |r|